C(C)OCCOCCOCCOC triethylene glycol monomethyl (monoethyl) ether